Phosphonolysine hydrochloride Cl.P(=O)(O)(O)N[C@@H](CCCCN)C(=O)O